2-fluoro-1,3-dimethyl-5-nitrobenzene FC1=C(C=C(C=C1C)[N+](=O)[O-])C